OCC=1N=CC2=C(N1)N(C(C21CCCCC1)=O)C1=CC=C(C=C1)N1CCOCC1 2'-(hydroxymethyl)-7'-(4-morpholinophenyl)spiro[cyclohexane-1,5'-pyrrolo[2,3-d]pyrimidin]-6'(7'H)-one